OC1=NN2C(C=CC=C2)=C1C(=O)NC1=C(C=C(C(=C1)C)OC1=CC=CC=C1)OC(C)C 2-Hydroxy-N-(2-isopropoxy-5-methyl-4-phenoxyphenyl)pyrazolo[1,5-a]pyridine-3-carboxamide